imidazo[4,5-d]thieno[3,2-b]pyridine-4-amine N1=CN=C2C1=C1C(N=C2N)=CCS1